(±)-cis-N-[8-amino-6-(3-pyridyl)-3-isoquinolyl]-2-fluoro-cyclopropanecarboxamide NC=1C=C(C=C2C=C(N=CC12)NC(=O)[C@H]1[C@H](C1)F)C=1C=NC=CC1 |r|